[N+](=O)([O-])C=1C=C(C=CC1)N(C(OC(C)(C)C)=O)C1=CC=CC=C1 tert-Butyl (3-nitrophenyl)phenylcarbamate